6-chloro-1-(1-(tetrahydrofuran-3-yl)ethyl)-1H-pyrazolo[3,4-b]Pyrazine ClC1=CN=C2C(=N1)N(N=C2)C(C)C2COCC2